N(=[N+]=[N-])CC1CCN(CC1)CCNS(=O)(=O)C1=CC=C(C=C1)C1=C(C=CC=C1C(F)(F)F)C#N N-(2-(4-(azidomethyl)piperidin-1-yl)ethyl)-2'-cyano-6'-(trifluoromethyl)-[1,1'-biphenyl]-4-sulfonamide